C(=O)(O)[C@H](CC(=O)N1CC2=C(C(=C(C(=C2C1)Cl)OCCCOC1=CC2=C(SC(=C2)C(C[C@@H](C(=O)O)C)=O)C(=C1OC)F)OC)Cl)C (S)-4-(5-(3-((2-((S)-3-carboxybutanoyl)-4,7-dichloro-6-methoxy-isoindolin-5-yl)oxy)propoxy)-7-fluoro-6-methoxybenzo[b]thiophen-2-yl)-2-methyl-4-oxobutanoic acid